N1=CCC(C2=C1CCCCCCCCC1=C2N=CC=C1)=O dipyridocyclododecane-4-one